Tert-butyl 4-({3-chloro-7H-pyrrolo[2,3-c]pyridazin-7-yl}methyl)-4-cyanopiperidine-1-carboxylate ClC1=CC2=C(N=N1)N(C=C2)CC2(CCN(CC2)C(=O)OC(C)(C)C)C#N